5-benzyl-6-(4-(2-(4,4-difluoropiperidin-1-yl)pyridin-3-yl)cyclohex-3-en-1-yl)pyrimidine-2,4(1H,3H)-dione C(C1=CC=CC=C1)C=1C(NC(NC1C1CC=C(CC1)C=1C(=NC=CC1)N1CCC(CC1)(F)F)=O)=O